N-[(2-mercaptoethyl)carbamoyl]propionyl-amine SCCNC(=O)NC(CC)=O